Methyl 2-(1H-pyrrolo[2,3-b]pyridin-5-yloxy)-4-(4-((4'-chlorobiphenyl-2-yl)methyl)-4-methoxypiperidin-1-yl)benzoate N1C=CC=2C1=NC=C(C2)OC2=C(C(=O)OC)C=CC(=C2)N2CCC(CC2)(OC)CC2=C(C=CC=C2)C2=CC=C(C=C2)Cl